O1C(=NC2=C1C=CC=C2)C2=CC=C(C=C2)C=CC2=CC=C(C=C2)C=2OC1=C(N2)C=CC=C1 4,4'-bis(benzoxazol-2-yl)anti-stilbene